BrC=1C=CC=C2C(=NNC(C12)=O)[2H] 8-bromo-4-deuterio-2H-phthalazin-1-one